4-morpholinylbicyclo[2.2.2]Octane-1-carboxamide N1(CCOCC1)C12CCC(CC1)(CC2)C(=O)N